dipropyl-pyrimidine C(CC)C1=CC(=NC=N1)CCC